ClC1=NC=C(C=C1NS(=O)(=O)C)C=1C=C2C(=NC=NC2=CC1)NC1CCC2=CC=CC=C12 N-(2-chloro-5-(4-((2,3-dihydro-1H-inden-1-yl)amino)quinazolin-6-yl)pyridin-3-yl)methanesulfonamide